CNC1=NC=CC(=C1)B1OC(C(O1)(C)C)(C)C N-methyl-4-(4,4,5,5-tetramethyl-1,3,2-dioxaborolan-2-yl)pyridin-2-amine